ClC1=C(C=CC=C1Cl)[C@@H]1N(OCC1)C1=CC(=NC=N1)NC=1C(=CC(=C(C1)NC(C=C)=O)N1CCC(CC1)N1CCN(CC1)C)OC N-(5-((6-((R)-3-(2,3-dichlorophenyl)isoxazolidine-2-yl)pyrimidine-4-yl)amino)-4-methoxy-2-(4-(4-methylpiperazine-1-yl)piperidine-1-yl)phenyl)acrylamide